5-amino-1-((2,2-difluorocyclopropyl)methyl)-3-((S)-3-(5-fluoro-2-(methoxy-d3)benzamido)-2,3-dihydrobenzofuran-6-yl)-1H-pyrazole-4-carboxamide NC1=C(C(=NN1CC1C(C1)(F)F)C1=CC2=C([C@@H](CO2)NC(C2=C(C=CC(=C2)F)OC([2H])([2H])[2H])=O)C=C1)C(=O)N